N(=[N+]=[N-])C(C(=O)O)C(C)C 2-azido-3-methyl-butanoic acid